dimorpholino-1,3,5-triazin O1CCN(CC1)C1=NC(=NC=N1)N1CCOCC1